O[C@@]1(C(CN(CC1)C(=O)N1[C@@H](CN(CC1)C(=O)OC(C)(C)C)C1=CC=CC=C1)(C)C)CN1C=NC(=CC1=O)C1=CC=CC=C1 tert-Butyl (R)-4-((S)-4-hydroxy-3,3-dimethyl-4-((6-oxo-4-phenylpyrimidin-1(6H)-yl)methyl)piperidine-1-carbonyl)-3-phenylpiperazine-1-carboxylate